C(C)(=O)N1CCN(CC1)C(COC1=CC=C(C(=O)C2=C(N=C(S2)N(C2=CC=C(C=C2)F)C(C(=O)N)C)N)C=C1)=O (N-[5-[4-[2-(4-Acetylpiperazin-1-yl)-2-oxoethoxy]benzoyl]-4-aminothiazol-2-yl]-4-fluoroanilino)propanamid